N-[2-(4-hydroxybenzenesulfonyl)ethyl]-N-methylacetamide OC1=CC=C(C=C1)S(=O)(=O)CCN(C(C)=O)C